[OH-].C(C)(C)(C)N1CN(C=C1)C(C)(C)C 1,3-di-tert-butylimidazole hydroxide